4-[(3S)-3-methylpiperazin-1-yl]pyrimidine 1,1,1,3,3,3-Hexafluoropropan-2-yl-(±)-1-(5,6,7,8-tetrahydroimidazo[1,2-a]pyrazin-7-carbonyl)-6-azaspiro[2.5]octan-6-carboxylat FC(C(C(F)(F)F)OC(=O)N1CCC2(C[C@H]2C(=O)N2CC=3N(CC2)C=CN3)CC1)(F)F.C[C@H]1CN(CCN1)C1=NC=NC=C1 |&1:15|